Cl.COC(C1=C(N=CC=C1)N)=O 2-aminonicotinic acid methyl ester hydrochloride